P1(=O)(OOOO1)P(=O)([O-])[O-] monoperoxy hypophosphate